O=C1NC(CCC1OC=1C=C(C=CC1)NS(=O)(=O)F)=O (3-((2,6-dioxopiperidin-3-yl)oxy)phenyl)sulfamoyl fluoride